1-(2,6-diazaspiro[3.4]octan-6-yl)ethan-1-one C1NCC12CN(CC2)C(C)=O